N(N)=C(C1=CC(=C2N(C1=O)C1(NC2=O)CCCCC1)C)C1=NC=NC=C1 6'-(hydrazono(pyrimidin-4-yl)methyl)-8'-methyl-2'H-spiro[cyclohexane-1,3'-imidazo[1,5-a]pyridine]-1',5'-dione